B([O-])([O-])[O-].C(CC(=O)OCCCCCCCC)(=O)OCCCCCCCC.[Li+].[Li+].[Li+] lithium bis-n-octyl malonate borate